C1(CC1)CNC(=O)C1CCC2[C@@]1(C[C@@H](C1[C@]3(CCC(N(C3=CCC12)C)=O)C)O)C (4aR,5S,6aS)-N-(cyclopropylmethyl)-5-hydroxy-1,4a,6a-trimethyl-2-oxo-2,3,4,4a,4b,5,6,6a,7,8,9,9a,9b,10-tetradecahydro-1H-indeno[5,4-f]quinoline-7-carboxamide